(2S)-3,3,3-trifluoropropane-1,2-diamine hydrochloride Cl.FC([C@H](CN)N)(F)F